1,2-Dichloro-3,3,3-Trifluoropropen ClC=C(C(F)(F)F)Cl